CC(COOCCCCCCC(C)C)CC isononyl 2-methylbutyl peroxide